(2,4-dimethoxybenzyl)-N-(2,2-dimethoxyethyl)methanesulfonamide tert-butyl-4-[2-methyl-6-(methylcarbamoyl)pyridin-3-yl]piperazine-1-carboxylate C(C)(C)(C)OC(=O)N1CCN(CC1)C=1C(=NC(=CC1)C(NC)=O)C.COC1=C(CCS(=O)(=O)NCC(OC)OC)C=CC(=C1)OC